3-(but-3-en-1-yloxy)-4-nitroaniline C(CC=C)OC=1C=C(N)C=CC1[N+](=O)[O-]